2-(dimethylamino)-1-(4-morpholinophenyl)butan-1-one CN(C(C(=O)C1=CC=C(C=C1)N1CCOCC1)CC)C